1-((3R,4R)-4-methoxypyrrolidin-3-yl)-N,N-dimethylmethanamine CO[C@@H]1[C@H](CNC1)CN(C)C